ClC1=CC(=C2C1N=C(N=C2N2CC1(C2)CC(C1)N(S(=O)=O)NC)C(F)F)C N-(2-(7-chloro-2-(difluoromethyl)-5-methyl-7aH-cyclopenta[d]pyrimidin-4-yl)-2-azaspiro[3.3]heptane-6-yl)-N-methylamino-sulfonamide